Cl.FC=1C(=C2C=CN=CC2=CC1)CNC1CC(C1)OC1=CC2=CC(=CC=C2C=C1)F (1r,3r)-N-((6-fluoroisoquinolin-5-yl)methyl)-3-((7-fluoronaphthalen-2-yl)oxy)cyclobutan-1-amine hydrochloride